FC1=C(C(=C(C2=C(C(=C(C(=C12)F)F)F)F)F)F)[B-](C1=C(C2=C(C(=C(C(=C2C(=C1F)F)F)F)F)F)F)(C1=C(C2=C(C(=C(C(=C2C(=C1F)F)F)F)F)F)F)C1=C(C2=C(C(=C(C(=C2C(=C1F)F)F)F)F)F)F.C(C)(C)(C)[NH+](C(C)(C)C)C(C)(C)C Tri(tert-butyl)ammonium tetrakis(perfluoronaphthalen-2-yl)borate